C(C)(=O)C=1C(=CC(=C(C1)NC(=O)N1CCN(CC1)C)OC)O N-(5-acetyl-4-hydroxy-2-methoxyphenyl)-4-methylpiperazine-1-carboxamide